benzyl (2S)-2-(cyanomethyl)-4-[2-[(1R)-2,2-dimethoxy-1-methyl-ethoxy]-5,6,7,8-tetrahydropyrido[3,4-d]pyrimidin-4-yl]piperazine-1-carboxylate C(#N)C[C@@H]1N(CCN(C1)C=1C2=C(N=C(N1)O[C@@H](C(OC)OC)C)CNCC2)C(=O)OCC2=CC=CC=C2